N-[(1R)-1-(6-methylpyridazin-3-yl)ethyl]-3-[5-(propan-2-yl)-1,3-thiazol-2-yl]-5-[(3S)-tetrahydrofuran-3-ylmethoxy]benzamide CC1=CC=C(N=N1)[C@@H](C)NC(C1=CC(=CC(=C1)OC[C@@H]1COCC1)C=1SC(=CN1)C(C)C)=O